N-methyl-2-(4-nitrophenyl)ethan-1-amine CNCCC1=CC=C(C=C1)[N+](=O)[O-]